C(=O)(O)CN([C@@H](CCC(=O)[O-])C(=O)[O-])CC(=O)O.[Na+].[Na+].[Na+].[Na+].C(=O)(O)CN([C@@H](CCC(=O)[O-])C(=O)[O-])CC(=O)O tetrasodium N,N-dicarboxymethylglutamate